4-((4-(4-ethylpiperazin-1-yl)phenyl)thio)benzene-1,2-diamine C(C)N1CCN(CC1)C1=CC=C(C=C1)SC=1C=C(C(=CC1)N)N